1-[2-chloro-5-nitro-3-(trifluoromethyl)phenyl]ethanone ClC1=C(C=C(C=C1C(F)(F)F)[N+](=O)[O-])C(C)=O